(pyrrolidin-1-yl)methane N1(CCCC1)C